C1(CC1)N1C(=NC2=C(C=C(C=C2C1=O)F)[C@@H](C)N[S@](=O)C(C)(C)C)[C@@H]1OCCC1 (R)-N-((R)-1-(3-cyclopropyl-6-fluoro-4-oxo-2-((R)-tetrahydrofuran-2-yl)-3,4-dihydroquinazolin-8-yl)ethyl)-2-methylpropane-2-sulfinamide